thioxanthene monobromide [Br-].C1=CC=CC=2SC3=CC=CC=C3CC12